BrC=1C=C(C=C2C(CN(C12)C(C)C)COC1OCCCC1)C(=O)O 7-bromo-1-isopropyl-3-(((tetrahydro-2H-pyran-2-yl)oxy)methyl)indoline-5-carboxylic acid